2-((3-chloro-4-fluorophenyl)(4-fluoro-2-methylphenoxy)methyl)-4-methyl-5-(methylsulfonyl)-1H-imidazole ClC=1C=C(C=CC1F)C(C=1NC(=C(N1)C)S(=O)(=O)C)OC1=C(C=C(C=C1)F)C